C(CC(=O)N[C@@H](CSSC[C@@H](C(=O)NCC(=O)O)NC(=O)CC[C@@H](C(=O)O)N)C(=O)NCC(=O)O)[C@@H](C(=O)O)N The molecule is an organic disulfide and a glutathione derivative. It has a role as an Escherichia coli metabolite and a mouse metabolite. It is a conjugate acid of a glutathione disulfide(2-).